7-Bromo-5-(4-(trifluoromethyl)-phenoxy)-2,3-dihydrobenzo-furan BrC1=CC(=CC=2CCOC21)OC2=CC=C(C=C2)C(F)(F)F